tert-butyl 2-[5-(2-{4-[(tert-butoxy)carbonyl]morpholine-2-carbonyl}-1,3-dioxo-2,3-dihydro-1H-indene-5-carbonyl)-1,3-dioxo-2,3-dihydro-1H-indene-2-carbonyl]morpholine-4-carboxylate C(C)(C)(C)OC(=O)N1CC(OCC1)C(=O)C1C(C2=CC=C(C=C2C1=O)C(=O)C=1C=C2C(C(C(C2=CC1)=O)C(=O)C1CN(CCO1)C(=O)OC(C)(C)C)=O)=O